Br[C@H](C(=O)OC)C methyl (S)-2-bromopropanoate